10-{3,5-bis(trichloromethyl)phenyl}decyltrimethoxysilane ClC(C=1C=C(C=C(C1)C(Cl)(Cl)Cl)CCCCCCCCCC[Si](OC)(OC)OC)(Cl)Cl